ClC1=CC=C(C=C1)C1=CC(=CC=C1)C(=O)N1CCC(CC1)C (4'-chloro-[1,1-biphenyl]-3-yl)(4-methylpiperidin-1-yl)methanone